C1(CC1)C1=CC2=C(NC(=N2)CN(C(OCC2=CC=CC=C2)=O)C)C(=C1)N1C(N(C(C1)=O)C)=O benzyl ((5-cyclopropyl-7-(3-methyl-2,4-dioxoimidazolidin-1-yl)-1H-benzo[d]imidazol-2-yl)methyl)(methyl)carbamate